NC1=CC(=C(OC2=C3C(=NC=C2F)N(C=C3)CO)C=C1)F [4-(4-amino-2-fluoro-phenoxy)-5-fluoro-pyrrolo[2,3-b]pyridin-1-yl]methanol